ClC1=NC(=C(C(=N1)NC1C(C2CCC1CC2)C(=O)OC)F)C2=CC(=C(C=C2)F)F (+/-)-trans-methyl 3-((2-chloro-6-(3,4-difluorophenyl)-5-fluoropyrimidin-4-yl)amino)bicyclo[2.2.2]octane-2-carboxylate